C(C1=CC=CC=C1)OC(=O)N[C@@H](CC(C)C)C(=O)O benzyloxycarbonylleucine